(5-methyl-6-phenyl-5H-pyrrolo[2,3-b]pyrazin-7-yl)(3-((o-tolyloxy)methyl)piperidin-1-yl)methanone CN1C(=C(C=2C1=NC=CN2)C(=O)N2CC(CCC2)COC2=C(C=CC=C2)C)C2=CC=CC=C2